ClC1=NC2=C(C3=CC=CC=C13)N(C1=CC=C(C=C12)OC)CCCN1C(CC(CC1=O)(C)C)=O 1-(3-(5-chloro-8-methoxy-11H-indolo[3,2-c]isoquinolin-11-yl)propyl)-4,4-dimethylpiperidine-2,6-dione